FC1=C(C=CC(=C1)F)S1C[C@H](CN2C(N=C(C3=CC(=CC1=C23)C(F)(F)F)N2CC(N(C(C2)C)C(=O)[O-])C)=O)OC 4-((3s)-l-1-(2,4-difluorophenyl)-3-methoxy-6-oxo-10-(trifluoromethyl)-3,4-dihydro-2H,6H-[1,4]thiazepino[2,3,4-ij]quinazolin-8-yl)-2,6-dimethylpiperazine-1-carboxylate